C(C)S(=O)(=O)C1=CC=C(COC2=C(C=C(CN3CC4=CC=CC=C4C3)C=C2)S(=O)(=O)C)C=C1 2-(4-((4-(ethylsulfonyl)benzyl)oxy)-3-(methylsulfonyl)benzyl)isoindoline